BrC1=CC=C2C(CC(C2=C1F)=O)=C(C#N)C#N 6-bromo-7-fluoro-3-(dicyanomethylene)inden-1-one